2-(2-fluorophenyl)propane-2-amine FC1=C(C=CC=C1)C(C)(C)N